3-perfluorobutyl-1,2-epoxypropane C1C(O1)CC(C(C(C(F)(F)F)(F)F)(F)F)(F)F